diphenyl-4-triphenylsilylphenylphosphine oxide C1(=CC=CC=C1)P(C1=CC=C(C=C1)[Si](C1=CC=CC=C1)(C1=CC=CC=C1)C1=CC=CC=C1)(C1=CC=CC=C1)=O